6-(Azetidin-1-yl)-4-fluoro-N-(1-methyl-1H-indole-7-sulfonyl)-1-benzofuran-2-carboxamide N1(CCC1)C1=CC2=C(C=C(O2)C(=O)NS(=O)(=O)C=2C=CC=C3C=CN(C23)C)C(=C1)F